4-(3-phenylpropyl)pyridine N-oxide C1=CC=C(C=C1)CCCC2=CC=[N+](C=C2)[O-]